N-(1-(3-((5-bromopyrimidin-2-yl)amino)pyrrolidin-1-yl)isoquinolin-6-yl)but-2-enamide BrC=1C=NC(=NC1)NC1CN(CC1)C1=NC=CC2=CC(=CC=C12)NC(C=CC)=O